C(N)(=O)C1=CC(=C(C=C1)C=1C=C(C=CC1)CN1[C@H](COCC1)C(=O)NCC1=CC(=C(C(=O)O)C(=C1)F)F)C 4-[[[(3R)-4-[[3-(4-carbamoyl-2-methyl-phenyl)phenyl]methyl]morpholine-3-carbonyl]amino]methyl]-2,6-difluoro-benzoic acid